[Br-].[NH4+].C(C(=C)C)(=O)OCCC(CCCCCCCCCC(=O)O)(C)C 2-methacryloyloxyethyl-dimethyl-11-undecanoic acid ammonium bromide